N-[(1R,3s,5S)-1,5-dimethyl-8-azabicyclo[3.2.1]oct-3-yl]-6-(8-fluoro-2-methylimidazo[1,2-a]pyridin-6-yl)-N-methyl-[1,3]thiazolo[4,5-c]pyridin-2-amine C[C@]12CC(C[C@](CC1)(N2)C)N(C=2SC1=C(C=NC(=C1)C=1C=C(C=3N(C1)C=C(N3)C)F)N2)C